7-fluoro-4-(1-methyl-1H-1,2,4-triazol-3-yl)-2-(pyrrolidine-1-ylsulfonyl)-5-(trifluoromethyl)-1H-indole FC=1C=C(C(=C2C=C(NC12)S(=O)(=O)N1CCCC1)C1=NN(C=N1)C)C(F)(F)F